FC1(CC(C1)C=1C=CC(=NC1)C(NC(=O)C1N(CC(C1)F)C(CN1C(NC(C(=C1)C)=O)=O)=O)C1=CC=CC=C1)F N-{[5-(3,3-difluorocyclobutyl)pyridin-2-yl](phenyl)methyl}-4-fluoro-1-[2-(5-methyl-2,4-dioxo-1,2,3,4-tetrahydropyrimidin-1-yl)acetyl]pyrrolidine-2-carboxamide